methyl 2-[[2-[(3-bromo-2-chloro-phenyl)carbamoyl]-4,5,6,7-tetrahydropyrazolo[1,5-a]pyridin-4-yl]amino]acetate BrC=1C(=C(C=CC1)NC(=O)C1=NN2C(C(CCC2)NCC(=O)OC)=C1)Cl